3,3,5-trimethylcyclohexane methacrylate C(C(=C)C)(=O)O.CC1(CCCC(C1)C)C